Pentamethylcyclopentadienyl-dimethyl-(1-tert-butyl-1,5,6,7-tetrahydro-s-indacenyl)hafnium CC1=C(C(=C(C1([Hf](C1(C=CC2=CC=3CCCC3C=C12)C(C)(C)C)(C)C)C)C)C)C